S(N)(=O)(=O)C=1C=C(C=CC1N1N=C(N=C1)C(F)(F)F)CC(=O)N 3-sulfamoyl-4-[3-(trifluoromethyl)-1H-1,2,4-triazol-1-yl]Phenyl-acetamide